NC(C(=O)O)CSSCC(C(=O)O)N 3,3'-dithiobis(2-aminopropionic acid)